2-(3-chloro-4-(6-(1-methylcyclopropoxy)-9-((4-methylpyridin-2-yl)methyl)-9H-purin-8-yl)phenoxy)-N-(2-hydroxyethyl)-N-methylacetamide ClC=1C=C(OCC(=O)N(C)CCO)C=CC1C=1N(C2=NC=NC(=C2N1)OC1(CC1)C)CC1=NC=CC(=C1)C